FC=1C=C(C=CC(=O)O[C@H]2[C@@H]([C@H]([C@H](OCCC3=CC(=C(C=C3)OCC=C)OCC=C)O[C@@H]2CO)O)O)C=CC1F (3,4-dialloxyphenyl ethyl) 4-O-(3,4-difluorocinnamoyl)-beta-D-glucopyranoside